2,2-dimethyl-3-vinyl-2H-chromen-7-carbonitrile CC1(OC2=CC(=CC=C2C=C1C=C)C#N)C